FC1=CC(CC2=C1N(C=N2)C[C@H]2OCC2)=O 7-fluoro-1-(((S)-oxetan-2-yl)methyl)-1H-benzo[d]imidazol-5(4H)-one